COC(NC1=CC=C2C3=C(NC([C@H](CCCCCCC2=C1)NC(\C=C\C1=C(C=CC(=C1)Cl)N1N=NN=C1)=O)=N3)Cl)=O {(S)-17-Chloro-14-[(E)-3-(5-chloro-2-tetrazol-1-yl-phenyl)-acryloylamino]-16,18-diaza-tricyclo[13.2.1.02,7]octadeca-1(17),2,4,6,15(18)-pentaen-5-yl}-carbamic Acid methyl ester